C1(=CC=C(C=C1)CCCCCCCCCCCCCCCCCC(=O)N)CCCCCCCCCCCCCCCCCC(=O)N p-phenylenebis(stearamide)